tert-butyl 3-methyl-3-[(methylsulfanyl)methyl]azetidine-1-carboxylate CC1(CN(C1)C(=O)OC(C)(C)C)CSC